N-(5-(4-amino-7-((1r,4r)-4-hydroxycyclohexyl)-7H-pyrrolo[2,3-d]triazin-5-yl)pyridin-2-yl)-2-oxo-1-phenyl-2,4,6,7-tetrahydro-1H-pyrazolo[5,1-c][1,4]oxazine-3-carboxamide NC=1C2=C(N=NN1)N(C=C2C=2C=CC(=NC2)NC(=O)C=2C(N(N1C2COCC1)C1=CC=CC=C1)=O)C1CCC(CC1)O